NC1=C(C=C(N=N1)C1=C(C=CC=C1)O)N1CC2CCC(C1)N2C2=CC(=NC=C2)C#CCN2C1CC(C2)C1 2-[6-amino-5-[8-[2-[3-(2-azabicyclo[2.1.1]hexan-2-yl)prop-1-ynyl]-4-pyridyl]-3,8-diazabicyclo[3.2.1]octan-3-yl]pyridazin-3-yl]phenol